7-(6-(1-(2,2-difluoro-1-(4-fluorophenyl)propyl)-1H-pyrazol-4-yl)pyridin-2-yl)-2-(2,5-dimethyl-1H-pyrrol-1-yl)-6-fluoro-8-methyl-[1,2,4]triazolo[1,5-a]pyridine FC(C(C1=CC=C(C=C1)F)N1N=CC(=C1)C1=CC=CC(=N1)C1=C(C=2N(C=C1F)N=C(N2)N2C(=CC=C2C)C)C)(C)F